C(C1=CC=CC=C1)C1=CC=2NC=3C=C(C=CC3C2C(=N1)NCCCN1CCCCC1)C=1N=NNN1 3-benzyl-N-(3-(piperidin-1-yl)propyl)-7-(2H-tetrazol-5-yl)-5H-pyrido[4,3-b]indol-1-amine